1-[2-hydroxy-1-[2-(2,2,2-trifluoroethoxy)pyridin-4-yl]ethyl]-3-(3-methylphenyl)urea OCC(C1=CC(=NC=C1)OCC(F)(F)F)NC(=O)NC1=CC(=CC=C1)C